FC(OC1=CC(=C(C(=C1)C(C)C)NC(=O)N=[S@@](=O)(N)C1=CN=C(S1)C(C)(C)O)CC)F (S)-N'-(4-(difluoromethoxy)-2-ethyl-6-isopropylphenylcarbamoyl)-2-(2-hydroxypropan-2-yl)thiazole-5-sulfonimidamide